Ethyl 2-((4-((S)-2-(4-chloro-2-fluorophenyl)-2-methylbenzo[d][1,3]dioxol-4-yl)piperidin-1-yl)methyl)-4-fluoro-1-(((S)-oxetan-2-yl)methyl)-1H-imidazole-5-carboxylate ClC1=CC(=C(C=C1)[C@@]1(OC2=C(O1)C=CC=C2C2CCN(CC2)CC=2N(C(=C(N2)F)C(=O)OCC)C[C@H]2OCC2)C)F